ClC=1NC(C2=C(C1)N(N=C2)C2=CC=CC=C2)=O 6-chloro-1-phenyl-1,5-dihydro-4H-pyrazolo[3,4-d]pyridin-4-one